(S)-N-(2-methoxy-5-(2-(2-methoxyacetamido)imidazo[1,2-b]pyridazin-6-yl)pyridin-3-yl)-3-phenylisooxazolidine-2-carboxamide COC1=NC=C(C=C1NC(=O)N1OCC[C@H]1C1=CC=CC=C1)C=1C=CC=2N(N1)C=C(N2)NC(COC)=O